((2S)-1-(4-amino-5-(quinolin-3-yl)-7H-pyrrolo[2,3-d]pyrimidin-7-yl)pent-4-en-2-yl-1-d)carbamic acid tert-butyl ester C(C)(C)(C)OC(N[C@H](C([2H])N1C=C(C2=C1N=CN=C2N)C=2C=NC1=CC=CC=C1C2)CC=C)=O